[Si](C)(C)(C(C)(C)C)OC1C[C@H]2C([C@H]2C1)C=1C(=NC(=CC1C(=O)N)[C@@H](C)C1=CC=CC=C1)C(=O)NC ((1R,5S,6r)-3-((tert-butyldimethylsilyl)oxy)bicyclo[3.1.0]Hex-6-yl)-N2-methyl-6-((S)-1-phenylethyl)pyridine-2,4-dicarboxamide